CC1=CC=C(C=C1)S(=O)(=O)[O-].CN(C1=CC=[NH+]C=C1)C 4-(dimethylamino)pyridinium p-toluenesulfonate